(3R)-1-benzyl-pyrrolidin-3-amine C(C1=CC=CC=C1)N1C[C@@H](CC1)N